N-(2-(4-((1r,4r)-4-hydroxy-4-(5-(4-hydroxypiperidin-1-yl)pyridin-2-yl)cyclohexyl)hexahydropyrrolo[3,2-b]pyrrol-1(2H)-yl)-2-oxoethyl)-3-(trifluoromethyl)benzamide OC1(CCC(CC1)N1CCC2N(CCC21)C(CNC(C2=CC(=CC=C2)C(F)(F)F)=O)=O)C2=NC=C(C=C2)N2CCC(CC2)O